OCCNC(=O)CCC[NH+](C)C [3-(2-Hydroxy-ethylcarbamoyl)-propyl]-dimethyl-ammonium